monopotassium iminodiacetic acid N(CC(=O)O)CC(=O)O.[K]